(R)-N-(2-(4-cyanothiazolidin-3-yl)-2-oxoethyl)-6-(1,9-dioxa-4-azaspiro[5.5]undecan-4-yl)quinoline-4-carboxamide C(#N)[C@H]1N(CSC1)C(CNC(=O)C1=CC=NC2=CC=C(C=C12)N1CCOC2(C1)CCOCC2)=O